(S)-4,11-diethyl-4,9-dihydroxy-1,12-dihydro-14H-pyrano[3',4':6,7]indolizino[1,2-b]quinoline-3,14(4H)-dione C(C)[C@]1(C(OCC=2C(N3CC=4C(=NC=5C=CC(=CC5C4CC)O)C3=CC21)=O)=O)O